C(C)(C)(C)OC(=O)N1CC(CC=C1C1=CC=C2C3(C(N(CC2=C1)C1CCN(CC1)C)=O)CC3)C 3-Methyl-6-(2'-(1-methylpiperidin-4-yl)-3'-oxo-2',3'-dihydro-1'H-spiro[cyclopropane-1,4'-isoquinoline]-7'-yl)-3,4-dihydropyridine-1(2H)-carboxylic acid tert-butyl ester